C(C)(C)(C)OC(=O)N[C@H](CCC(C=C1CCN(CC1)C(=O)OC(C)(C)C)=O)C(=O)OC tert-Butyl (R)-4-(5-((tert-butoxycarbonyl)amino)-6-methoxy-2,6-dioxo-hexylidene)piperidine-1-carboxylate